ClC=1C=C2C(=C3C1NC(NC31CCCCC1)=O)OC(=N2)COC 5-chloro-2-(methoxymethyl)-7,8-dihydro-6H-spiro[[1,3]oxazolo[5,4-f]quinazoline-9,1'-cyclohexane]-7-one